oxaloacetic acid glutamate N[C@@H](CCC(=O)O)C(=O)O.C(=O)(C(=O)O)CC(=O)O